nitroadamantane C1C2CC3CC1CC(C2)(C3)[N+](=O)[O-]